C(=C)N1N=C2C(=CC=C(C2=C1)N1CCC(CC1)N(C(OC(C)(C)C)=O)CC)C(NC=1C=C(C=2N(C1)C=C(N2)C)F)=O tert-butyl N-{1-[2-ethenyl-7-({8-fluoro-2-methylimidazo[1,2-a]pyridin-6-yl}carbamoyl) indazol-4-yl]piperidin-4-yl}-N-ethylcarbamate